5-(4-((3-ethyl-2-oxo-4-thioxo-1,2,3,4-tetrahydroquinazolin-7-yl)methyl)piperazin-1-yl)-6-fluoro-N-methylpicolinamide C(C)N1C(NC2=CC(=CC=C2C1=S)CN1CCN(CC1)C=1C=CC(=NC1F)C(=O)NC)=O